CC1=NC=NC(=C1C1=CC=C(C[N+]2=NOC(=C2)[N-]C(NC2=CC(=NC=C2)OC)=O)C=C1)C (3-(4-(4,6-Dimethylpyrimidin-5-yl)benzyl)-1,2,3-oxadiazol-3-ium-5-yl)((2-methoxypyridin-4-yl)carbamoyl)amide